C(C)N1C(C2=CC(=C(C=C2C(=C1)F)C=1N=NC(=CN1)N([C@@H]1[C@@H](C2CC[C@@H](C1)N2C(=O)OC(C)(C)C)F)C)OC)=O tert-butyl (2S,3S,5S)-3-{[3-(2-ethyl-4-fluoro-7-methoxy-1-oxoisoquinolin-6-yl)-1,2,4-triazin-6-yl](methyl)amino}-2-fluoro-8-azabicyclo[3.2.1]octane-8-carboxylate